2,4,6-tri-3-butylphenol CCC(C)C1=C(C(=CC(=C1)C(CC)C)C(CC)C)O